3-[2-[4-(8-chloro-4-oxo-chromen-2-yl)-2-cyano-phenoxy]ethoxy]cyclobutanecarboxylic acid methyl ester COC(=O)C1CC(C1)OCCOC1=C(C=C(C=C1)C=1OC2=C(C=CC=C2C(C1)=O)Cl)C#N